4-bromo-2-methyl-2,7-naphthyridin-1-one BrC1=CN(C(C2=CN=CC=C12)=O)C